1-(2,6-dioxopiperidin-3-yl)-3-methyl-2-oxo-2,3-dihydro-1H-benzimidazole-5-carbaldehyde O=C1NC(CCC1N1C(N(C2=C1C=CC(=C2)C=O)C)=O)=O